(1-(3-(dimethylamino)pyrrolidin-1-yl)cyclopropyl)methanol CN(C1CN(CC1)C1(CC1)CO)C